9-methyldibenzo[b,d]furan-3-amine CC1=CC=CC2=C1C1=C(O2)C=C(C=C1)N